ClC1=CC(=C(COC2=CC=C(C=C2)NC(=O)C2=COC3=C2C=C(C(=C3)C3=NN=NN3)F)C=C1F)F N-(4-((4-chloro-2,5-difluorobenzyl)oxy)phenyl)-5-fluoro-6-(1H-tetrazol-5-yl)benzofuran-3-carboxamide